COC=1C(=CC(=NC1)C(F)(F)F)N 5-methoxy-2-(trifluoromethyl)pyridin-4-amine